4-chloro-8,9-dihydro-5H-pyrimido[5',4':4,5]thieno[2,3-D]azepine-7(6H)-carboxylic acid tert-butyl ester C(C)(C)(C)OC(=O)N1CCC2=C(CC1)C1=C(S2)N=CN=C1Cl